ClC1=CC(=NC(=N1)OCC1=CC=C(C=C1)OC)NCC=1N=C2N(C=C(C=C2N2CCN(CC2)C)C2CC2)C1 6-chloro-N-((6-cyclopropyl-8-(4-methyl-piperazin-1-yl)imidazo[1,2-a]pyridin-2-yl)methyl)-2-((4-methoxybenzyl)oxy)pyrimidin-4-amine